C(C)(=O)C=1C=C(COC1)SCC 5-acetyl-3-(ethylsulfanyl)-1H-pyran